CCCCCC/C=C/C1CC(=O)OC1=O n-octenylsuccinic anhydride